C12COCC(CC1)N2C2=C(CNCCC1(CCOC3(CC=CC3)C1)C1=NC=CC=C1)C=CC=C2 N-(2-(3-oxa-8-azabicyclo[3.2.1]oct-8-yl)benzyl)-2-(9-(pyridin-2-yl)-6-oxaspiro[4.5]dec-2-en-9-yl)ethylamine